6-(3-((4-methyl-4H-1,2,4-triazol-3-yl)-methyl)oxetan-3-yl)isoindolin-1-one CN1C(=NN=C1)CC1(COC1)C1=CC=C2CNC(C2=C1)=O